SNC([C@@H](NC(C)=O)CC(=O)O)=O N-acetyl-L-aspartic acid, sulfanylamide